FC(C1=C(C=C2CCCN(C2=C1)C1=C(C(=CC=C1)[N+](=O)[O-])F)C=1C=NN(C1)C)F 7-(difluoromethyl)-1-(2-fluoro-3-nitrophenyl)-6-(1-methyl-1H-pyrazol-4-yl)-1,2,3,4-tetrahydroquinoline